6-methyl-5-(1-(piperazin-1-yl)ethyl)-2-(thiazol-5-yl)indolizine-7-carboxylic acid isopropyl ester hydrochloride Cl.C(C)(C)OC(=O)C=1C(=C(N2C=C(C=C2C1)C1=CN=CS1)C(C)N1CCNCC1)C